BrC=1C(=NC(=NC1)C)C(F)(F)F 5-bromo-2-methyl-4-(trifluoromethyl)pyrimidine